3-((4-(4-(aminomethyl)-[1,4'-bipiperidin]-1'-yl)-3-fluorophenyl)amino)piperidine-2,6-dione NCC1CCN(CC1)C1CCN(CC1)C1=C(C=C(C=C1)NC1C(NC(CC1)=O)=O)F